Lactyl-Phenetidin C(C(O)C)(=O)CCOC1=CC=C(C=C1)N